1,5-diamino-2-bromo-4,8-dihydroxyanthraquinone NC1=C(C=C(C=2C(C3=C(C=CC(=C3C(C12)=O)O)N)=O)O)Br